N[C@H](C(=O)N1[C@@H]([C@H]2[C@H]3C=C[C@@H]([C@H]2C1)C3)C(=O)O)C(C)(C)C (1R,2S,3S,6R,7S)-4-[(2S)-2-amino-3,3-dimethylbutanoyl]-4-azatricyclo[5.2.1.0^{2,6}]dec-8-ene-3-carboxylic acid